(1-(2-(((2-(4-aminopiperidin-1-yl)-9-isopropyl-9H-purin-6-yl)amino)methyl)phenyl)-1H-pyrazol-3-yl)methanol NC1CCN(CC1)C1=NC(=C2N=CN(C2=N1)C(C)C)NCC1=C(C=CC=C1)N1N=C(C=C1)CO